BrC=1C=C(C(=C(C1)C(CC)=O)O)F 1-(5-bromo-3-fluoro-2-hydroxyphenyl)propan-1-one